N-(2-(4-chlorophenyl)-7-(4-methylthiazol-2-yl)-1H-indole-5-yl)acrylamide ClC1=CC=C(C=C1)C=1NC2=C(C=C(C=C2C1)NC(C=C)=O)C=1SC=C(N1)C